tert-butyl (2S)-2-[[benzyloxycarbonyl-[2-(1-benzylpyrazol-4-yl)-2-oxoethyl]amino]methyl]pyrrolidine-1-carboxylate C(C1=CC=CC=C1)OC(=O)N(CC(=O)C=1C=NN(C1)CC1=CC=CC=C1)C[C@H]1N(CCC1)C(=O)OC(C)(C)C